COCCN1[C@@H](C(=CCC1)C1=CC=2C(=NC=CC2NC=2C=CC3=C(N=CS3)C2)S1)C (R)-N-(2-(1-(2-methoxyethyl)-2-methyl-1,2,5,6-tetrahydropyridin-3-yl)thieno[2,3-b]pyridin-4-yl)benzo[d]thiazol-5-amine